C1=CC=CC=2C3=CC=CC=C3C(C12)COC(=O)N[C@H](C(=O)O)CC1=CC2=C(SC=C2)C=C1 (S)-2-((((9H-fluoren-9-yl)methoxy)carbonyl)amino)-3-(benzo[b]thiophen-5-yl)propanoic acid